N[C@H](C1CCN(CC1)C(=O)C1OCC1O)C1=C(C=C(C(=C1)Cl)C)O 2-[4-[(R)-amino(5-chloro-2-hydroxy-4-methylphenyl)methyl]Piperidine-1-carbonyl]Oxetan-3-ol